N(CCO)(CCO)CCO.C(CCCCCCCCC)(=O)N[C@@H](CCS(=O)C)C(=O)O decanoyl-methionine sulfoxide triethanolamine salt